ClC1=CC(=C(C(=C1)O)O)C=NC1=C(C(=CC=C1)Cl)Cl 5-chloro-3-((2,3-dichlorophenylimino)-methyl)benzene-1,2-diol